(R)-7-(5-(pyrrolidin-3-yloxy)pentyl)-1,2,3,4-tetrahydro-1,8-naphthyridine dihydrochloride Cl.Cl.N1C[C@@H](CC1)OCCCCCC1=CC=C2CCCNC2=N1